C[Si]([Si](C1C=CC2=C(C=3CCCC3C=C12)C1=CC=CC=C1)(C)C)(C1C=C(C=C1)CC(C)(C)C)C 1,1,2,2-tetramethyl-1-(3-neopentylcyclopent-2,4-dien-1-yl)-2-(4-phenyl-1,5,6,7-tetrahydro-s-indacen-1-yl)disilane